(1S)-2-[4,6-bis(trifluoromethyl)-1,3,5-triazin-2-yl]-1-[(1,3-dioxan-5-yl)methyl]-2,3,4,9-tetrahydro-1H-pyrido[3,4-b]indole FC(C1=NC(=NC(=N1)C(F)(F)F)N1[C@H](C=2NC3=CC=CC=C3C2CC1)CC1COCOC1)(F)F